(5s,7s)-2-[1-bicyclo[1.1.1]pentyl-(difluoro)methyl]-7-fluoro-5-phenyl-6,7-dihydro-5H-pyrrolo[1,2-b][1,2,4]triazole C12(CC(C1)C2)C(C=2N=C1N(N2)[C@@H](C[C@@H]1F)C1=CC=CC=C1)(F)F